dimethylsilanediyl[(cyclopentadienyl)(4,7-dimethylindenyl)]zirconium dichloride [Cl-].[Cl-].C[Si](=[Zr+2]C1C(=CC2=C(C=CC(=C12)C)C)C1C=CC=C1)C